5-bromo-4-{2-[(tert-butyldiphenylsilyl)oxy]ethyl}-2-chloropyridine BrC=1C(=CC(=NC1)Cl)CCO[Si](C1=CC=CC=C1)(C1=CC=CC=C1)C(C)(C)C